bromo-2-nitropyridine BrC=1C(=NC=CC1)[N+](=O)[O-]